O=C1N(C(CC1)=O)C=1C=C(C=CC1F)NC(=O)N1C2CCCC1CC2 N-[3-(2,5-dioxo-1-pyrrolidinyl)-4-fluorophenyl]-8-azabicyclo[3.2.1]octane-8-carboxamide